N-((S)-1-((4S,5R)-2,2-dimethyl-5-pentyl-1,3-dioxolan-4-yl)-2-hydroxyethyl)tetracosanoic acid amide CC1(O[C@@H]([C@@H](O1)[C@H](CO)NC(CCCCCCCCCCCCCCCCCCCCCCC)=O)CCCCC)C